6-phenyl-5a,7,8,8a-tetrahydro-6H-cyclopenta[4,5]furo[3,2-c]pyridine-7-carboxylate C1(=CC=CC=C1)C1C(CC2C1OC1=C2C=NC=C1)C(=O)[O-]